O=C1NC(CCC1N1C(C2=CC=C3C(=C2C1=O)OC1(CC3)CNC1)=O)=O 8'-(2,6-dioxopiperidin-3-yl)-3',4'-dihydro-7'H-spiro[azetidine-3,2'-pyrano[2,3-e]isoindole]-7',9'(8'H)-dione